5-(3-chlorophenyl)thio-3-(1,4,5,6,7,8,9-heptahydroquinolizin-2-yl)-2-methyl-benzofuran ClC=1C=C(C=CC1)SC=1C=CC2=C(C(=C(O2)C)C=2CC3CCCCN3CC2)C1